N-(5-((2-methoxy-3-(1-methyl-1H-1,2,4-triazol-3-yl)phenyl)amino)-4-carbonyl-3,4-dihydropyrido[2,3-d]pyrimidin-7-yl)cyclopropanecarboxamide COC1=C(C=CC=C1C1=NN(C=N1)C)NC1=CC(=NC=2N=CNC(C21)=C=O)NC(=O)C2CC2